NCC(CC(=O)NCCNC(C1=C(C=C(C=C1)NC=1C=2N(C=CN1)C(=CN2)C2=C(C(=C(C=C2)OC)F)F)CC)=O)O N-[2-[(4-amino-3-hydroxybutanoyl)amino]ethyl]-4-[[3-(2,3-difluoro-4-methoxyphenyl)imidazo[1,2-a]pyrazin-8-yl]amino]-2-ethylbenzamide